The molecule is an alpha-N-substituted L-arginine, a member of guanidines and an amino dicarboxylic acid. It is a tautomer of a N(2)-(2-carboxyethyl)-L-arginine dizwitterion. C(C[C@@H](C(=O)O)NCCC(=O)O)CN=C(N)N